COC=1C=C(C=CC2=CC(C3C(C2C3)(C)C)=O)C=CC1OC 4-(3,4-dimethoxystyryl)-6,6-dimethylbicyclo[3.1.1]hept-3-en-2-one